CC(C)(C)S(=O)NC(CC=C)C1=CC=C(C=C1)C(F)(F)F 2-methyl-N-(1-(4-(trifluoromethyl)phenyl)but-3-en-1-yl)propane-2-sulfinamide